C(N)(=N)C=1C=C(OC2=C(C3=C(NC=N3)C=C2F)/C=C/C(=O)OCC2=CC=CC=C2)C=CC1F benzyl (E)-3-(5-(3-carbamimidoyl-4-fluorophenoxy)-6-fluoro-1H-benzo[d]imidazol-4-yl)acrylate